4-{[(6-Chloropyrid-3-yl)methyl](2,2-difluoroethyl)amino}furan-2(5H)-on ClC1=CC=C(C=N1)CN(C1=CC(OC1)=O)CC(F)F